C1(CC1)C=1N=COC1C(=O)N1[C@@H](C2=C(CC1)NC=N2)C2=NN1C(C=CC=C1C)=C2 (S)-(4-cyclopropyloxazol-5-yl)(4-(7-methylpyrazolo[1,5-a]pyridin-2-yl)-1,4,6,7-tetrahydro-5H-imidazo[4,5-c]pyridin-5-yl)methanone